1-(4-methoxy-3-(pentyloxy)phenyl)-3-(2-methoxy-4-(2-morpholino-2-oxoethyl)benzyl)tetrahydropyrimidin-2(1H)-one COC1=C(C=C(C=C1)N1C(N(CCC1)CC1=C(C=C(C=C1)CC(=O)N1CCOCC1)OC)=O)OCCCCC